Dimethyl 3-(2-((8-((tert-butoxycarbonyl)amino)octyl)amino)-2-oxoethoxy)phthalate C(C)(C)(C)OC(=O)NCCCCCCCCNC(COC1=C(C(C(=O)OC)=CC=C1)C(=O)OC)=O